C1(CC1)C=1N=C(SC1)C1=NC(=CC(=N1)CO)NC1CCC(CC1)(F)F (2-(4-cyclopropylthiazol-2-yl)-6-((4,4-difluorocyclohexyl)amino)pyrimidin-4-yl)methanol